C1(CCC(N1C(CC(=O)O)(CC(=O)O)N1C(CCC1=O)=O)=O)=O.CC(C)(CCC(C)(OOC(C)(C)C)C)OOC(C)(C)C 2,5-dimethyl-2,5-di(t-butylperoxy)Hexane disuccinimidyl-glutarate